3-chloro-4-(4,4,5,5-tetramethyl-1,3,2-dioxaborolan-2-yl)aniline ClC=1C=C(N)C=CC1B1OC(C(O1)(C)C)(C)C